3-(4-bromophenyl)-3-methylpiperazine-1-carboxylic acid tert-butyl ester C(C)(C)(C)OC(=O)N1CC(NCC1)(C)C1=CC=C(C=C1)Br